4-amino-7-fluoro-N,1-dimethyl-N-((4R)-7-(trifluoro-methoxy)-3,4-dihydro-1H-2-benzopyran-4-yl)-1H-pyrazolo[4,3-c]-quinoline-8-carboxamide NC1=NC=2C=C(C(=CC2C2=C1C=NN2C)C(=O)N([C@H]2COCC1=C2C=CC(=C1)OC(F)(F)F)C)F